ClC1=CC(=C(C=C1)C=1N=C(SC1C1=CC(=C(C=C1)OC(F)F)OCCC(C)(C)C)NS(=O)(=O)C1=CC=CC=C1)OC(C)C N-[4-(4-chloro-2-propan-2-yloxyphenyl)-5-[4-(difluoromethoxy)-3-(3,3-dimethylbutoxy)phenyl]-1,3-thiazol-2-yl]benzenesulfonamide